C1(=CCCCCCCC1)C1=CCCCCCCC1 ENDO-BICYCLONONENE